1-[4-[2-[3-(4-tert-butylpiperazin-1-yl)phenyl]-3-(methoxymethoxy)-6-methyl-4-pyridyl]-2-methyl-phenyl]-3-methyl-imidazol-2-one C(C)(C)(C)N1CCN(CC1)C=1C=C(C=CC1)C1=NC(=CC(=C1OCOC)C1=CC(=C(C=C1)N1C(N(C=C1)C)=O)C)C